ClC=1C(=C(C=CC1)[C@@]1(C=2C(=C(N=CC2C(NC1)=O)NC1CN(C1)C(=O)OC(C)(C)C)F)C)F tert-Butyl 3-{[(5R)-5-(3-chloro-2-fluorophenyl)-4-fluoro-5-methyl-8-oxo-5,6,7,8-tetrahydro-2,7-naphthyridin-3-yl]amino}azetidine-1-carboxylate